C1(=C(CC=CC1)C(=O)OCCC)C(=O)OCCC dipropyl cyclohexa-1,4-diene-1,2-dicarboxylate